(S)-4,4-difluoropyrrolidine-2-carboxamide hydrochloride Cl.FC1(C[C@H](NC1)C(=O)N)F